3-(4-aminophenyl)-3-methylpiperidine-2,6-dione NC1=CC=C(C=C1)C1(C(NC(CC1)=O)=O)C